5,5'-((anthracene-9,10-diylbis(methylene))bis(oxy))diphthalic acid C1=CC=CC2=C(C3=CC=CC=C3C(=C12)COC1=CC=C(C(C(=O)O)=C1)C(=O)O)COC1=CC=C(C(C(=O)O)=C1)C(=O)O